Methyl (2R,3S,4R)-2-((S)-((S)-cyclohex-2-en-1-yl)(hydroxy)methyl)-3-hydroxy-4-(2-hydroxy ethyl)-3-methyl-5-oxopyrrolidine-2-carboxylate [C@H]1(C=CCCC1)[C@@H]([C@]1(NC([C@@H]([C@]1(C)O)CCO)=O)C(=O)OC)O